5-{[4-({2-[2-(2-aminoethoxy)ethoxy]ethoxy}methyl)-2-methoxyphenyl]methyl}-N4-pentyl-5H-pyrrolo[3,2-d]pyrimidine-2,4-diamine NCCOCCOCCOCC1=CC(=C(C=C1)CN1C=CC=2N=C(N=C(C21)NCCCCC)N)OC